[Si](C)(C)(C(C)(C)C)OC1CCN(CC1)CCN1C[C@@H](CCC1)NC=1N=NC(=C(C1)C)Cl (R)-N-(1-(2-(4-((tert-butyldimethylsilyl)oxy)piperidin-1-yl)ethyl)piperidin-3-yl)-6-chloro-5-methylpyridazin-3-amine